C(=O)(C=1N=C(NC1)N)C=1N=C(NC1)N CarbonyldiimidazoleAmine